C1(CC1)N1N=CC(=C1/C=C/C1CCN(CC1)C=1SC2=C(N1)C(=CC(=C2)C(=O)O)F)C2=C(C=CC=C2Cl)Cl (E)-2-(4-(2-(1-cyclopropyl-4-(2,6-dichlorophenyl)-1H-pyrazol-5-yl)vinyl)piperidin-1-yl)-4-fluorobenzo[d]thiazole-6-carboxylic acid